[Br].C1(=CC=CC=C1)N1N=C(N=N1)C1=CC=CC=C1 2,5-diphenyl-tetrazole bromine salt